OB1OCC2=C1C=CC=C2S(=O)(=O)C(F)(F)F 1-hydroxy-4-((trifluoromethyl)sulfonyl)-1,3-dihydrobenzo-[c][1,2]Oxaborole